[5-BROMO-4-[2-[TERT-BUTYL(DIMETHYL)SILYL]OXY-2-METHYL-PROPOXY]-2-PYRAZOL-1-YL-PHENYL]BORONIC ACID BrC=1C(=CC(=C(C1)B(O)O)N1N=CC=C1)OCC(C)(C)O[Si](C)(C)C(C)(C)C